1-(1H-benzo[d]imidazol-5-yl)-5-(3,4-difluorophenyl)imidazolidin-2-one N1C=NC2=C1C=CC(=C2)N2C(NCC2C2=CC(=C(C=C2)F)F)=O